O1C=NC2=CC=3NC=4C=CC=CC4OC3C=C21 5H-oxazolo[4,5-b]phenoxazine